6-aminohexyl methacrylate C(C(=C)C)(=O)OCCCCCCN